4-methyl-4-((6-((4-oxo-4-(2,6,6-trimethylcyclohexa-1,3-dien-1-yl)butan-2-yl)thio)hexyl)thio)pentan-2-one CC(CC(C)=O)(C)SCCCCCCSC(C)CC(C1=C(C=CCC1(C)C)C)=O